C(C)NC1=CC(=CC(=N1)N1C(C2=CC=CC(=C2C1)C(F)(F)F)=O)C1=C(C=C(C=C1)OCC1=CC=C(C=C1)OC)C1=NN=CN1C 2-[6-(Ethylamino)-4-{4-[(4-methoxyphenyl)methoxy]-2-(4-methyl-1,2,4-triazol-3-yl)phenyl}pyridin-2-yl]-4-(trifluoromethyl)-3H-isoindol-1-one